2-dehydro-3-deoxy-L-galactonate O=C(C(=O)C[C@H](O)[C@@H](O)CO)[O-]